N1(N=CC=C1)C1=CN=CC(=N1)N1CCC(CC1)(O)C1=CC=C(C=C1)Cl 1-(6-(1H-pyrazol-1-yl)pyrazin-2-yl)-4-(4-chlorophenyl)piperidin-4-ol